[Cr].[Si].[N].[C] carbon nitrogen silicon chromium